C(C=C)(=O)OCCC[Si](OCC)(OCC)C 3-(acryloxy)propyl-methyl-diethoxysilane